C(C)OC(=O)CC1=CC(=C(C(=O)NC=2C=C(C=C(C(=O)OCC)C2)C(=O)OCC)C=C1O)O Diethyl 5-(4-(ethoxycarbonylmethyl)-2,5-dihydroxybenzamido)isophthalat